(4S,5R)-5-isopropyl-1,3,2-dioxathiolane-4-carboxylic acid benzyl ester 2-oxide C(C1=CC=CC=C1)OC(=O)[C@H]1OS(O[C@@H]1C(C)C)=O